ClC1=CC=C(OC2=CC=C(OCCl)C=C2)C=C1 4-(4-chlorophenoxy)-phenoxychloromethane